(2R,3S)-2-methyl-1-(pentadeuterobenzoyl)pyrrolidin-3-yl 4-nitrobenzoate [N+](=O)([O-])C1=CC=C(C(=O)O[C@@H]2[C@H](N(CC2)C(C2=C(C(=C(C(=C2[2H])[2H])[2H])[2H])[2H])=O)C)C=C1